2,4-dihydro-3H-1,2,4-triazol-3-one ethyl-2-(4-fluorophenyl)acetimidate hydrochloride Cl.C(C)OC(CC1=CC=C(C=C1)F)=N.N=1NC(NC1)=O